CN(CCCCCC(NC1=CC=C(C=C1)COC1=C(C=CC=C1)B1OC(C(O1)(C)C)(C)C)=O)C 6-(dimethylamino)-1-oxo-1-((4-((2-(4,4,5,5-tetramethyl-1,3,2-dioxaborolan-2-yl)phenoxy)methyl)phenyl)amino)hexan